C(C)N1C2=C([C@@H]([C@H](C1=O)NC(C1=CC(=CC=C1)C(F)(F)F)=O)C1=CC=C(C=C1)F)C(=NN2C2=CC=CC=C2)CO |r| N-[rac-(4S,5R)-7-ethyl-4-(4-fluorophenyl)-3-(hydroxymethyl)-6-oxo-1-phenyl-4,5-dihydropyrazolo[3,4-b]pyridine-5-yl]-3-(trifluoromethyl)benzamide